4-(3-((tert-butoxycarbonyl)amino)-3-methylpyrrolidin-1-yl)butanoic acid C(C)(C)(C)OC(=O)NC1(CN(CC1)CCCC(=O)O)C